Racemic-Tosylate S(=O)(=O)([O-])C1=CC=C(C)C=C1